(4-methoxyphenyl)(methyl)((4-(5-(trifluoromethyl)-1,2,4-oxadiazol-3-yl)benzyl)imino)-λ6-sulfanone COC1=CC=C(C=C1)S(=O)(=NCC1=CC=C(C=C1)C1=NOC(=N1)C(F)(F)F)C